The molecule is a 6-oxo monocarboxylic acid anion. It derives from a sorbate. It is a conjugate base of a 2-hydroxy-6-(2-hydroxyphenoxy)-6-oxo-cis,cis-hexa-2,4-dienoic acid. C1=CC=C(C(=C1)O)OC(=O)/C=C\\C=C(/C(=O)O)\\[O-]